1-(7-fluoro-5-(2-((1-methyl-1H-pyrazol-5-yl)amino)pyrimidin-4-yl)indolin-1-yl)-2-(2-iodophenyl)ethan-1-one FC=1C=C(C=C2CCN(C12)C(CC1=C(C=CC=C1)I)=O)C1=NC(=NC=C1)NC1=CC=NN1C